N-((1R,2S)-2-Aminocyclohexyl)-5-(4-isopropoxy-2-methylphenyl)-4-oxo-4,5-dihydro-3H-1-thia-3,5,8-triazaacenaphthylene-2-carboxamide N[C@@H]1[C@@H](CCCC1)NC(=O)C=1SC=2N=CC=C3N(C(NC1C23)=O)C2=C(C=C(C=C2)OC(C)C)C